2-[4-(2-Amino-[1,2,4]triazolo[1,5-a]pyridin-7-yl)pyrazol-1-yl]-N-[4-(1-cyanocyclopentyl)phenyl]acetamide NC1=NN2C(C=C(C=C2)C=2C=NN(C2)CC(=O)NC2=CC=C(C=C2)C2(CCCC2)C#N)=N1